L-Glutamic acid methyl ester COC([C@@H](N)CCC(=O)O)=O